N1(N=NC=C1)C[C@@H]1C[C@H](CN1C#N)NC(=O)C1=NC(=NO1)C1=C(C=CC(=C1)OC(F)(F)F)C1CC1 N-((3R,5S)-5-((1H-1,2,3-triazol-1-yl)methyl)-1-cyanopyrrolidin-3-yl)-3-(2-cyclopropyl-5-(trifluoromethoxy)phenyl)-1,2,4-oxadiazole-5-carboxamide